6-[(2S)-2-Amino-4-fluorobutyl]-2-chloro-N-[(furan-2-yl)methyl]-7-methylthieno[3,2-d]pyrimidin-4-amine dihydrochloride Cl.Cl.N[C@H](CC1=C(C=2N=C(N=C(C2S1)NCC=1OC=CC1)Cl)C)CCF